3-diethylaminopropyllithium C(C)N(CCC[Li])CC